C(=O)OC(C)(C)C tert-butyl R-formate